2-(4-(pyridin-2-yl)phenyl)acetic acid N1=C(C=CC=C1)C1=CC=C(C=C1)CC(=O)O